2-(2-(cyclopropanesulfonylamino)pyrimidin-4-yl)-N-(4-(6-cyclopropylpyrazin-2-yl)-2-fluorophenyl)-2-methylpropanamide C1(CC1)S(=O)(=O)NC1=NC=CC(=N1)C(C(=O)NC1=C(C=C(C=C1)C1=NC(=CN=C1)C1CC1)F)(C)C